1-(4-(aminomethyl)-1-oxo-1,2-dihydro-phthalazin-6-yl)-N-((4-bromoisoquinolin-1-yl)methyl)-N-(5,6,7,8-tetrahydroquinolin-8-yl)cyclopropane-1-carboxamide NCC1=NNC(C2=CC=C(C=C12)C1(CC1)C(=O)N(C1CCCC=2C=CC=NC12)CC1=NC=C(C2=CC=CC=C12)Br)=O